N1N=CC(=C1)CC(=O)NC1CCC(CC1)N1C(C=C(C2=C1N=C(N=C2)NC2=CC=C(C=C2)N2CCN(CC2)C)C#C)=O 2-(1H-Pyrazol-4-yl)-N-[(1s,4s)-4-(5-ethynyl-2-{[4-(4-methylpiperazin-1-yl)phenyl]amino}-7-oxopyrido[2,3-d]pyrimidin-8-yl)cyclohexyl]acetamide